FC1=CC=C2C3=C(NC2=C1)C(=NC=C3)C(=O)NCC3=CC(=CC=C3)F 7-Fluoro-N-(3-fluorobenzyl)-9H-pyrido[3,4-b]indole-1-carboxamide